(E)-1-(1-(4-fluorophenyl)-3,4-dihydroisoquinolin-2(1H)-yl)-2-hydroxy-2-(quinuclidin-3-ylidene)ethanone FC1=CC=C(C=C1)C1N(CCC2=CC=CC=C12)C(\C(=C\1/CN2CCC1CC2)\O)=O